(6S,7S)-6-((2,3'-difluoro-[1,1'-biphenyl]-3-yl)methyl)-7-((fluoromethyl)sulphonamido)-5-azaspiro[2.4]heptane-5-carboxylic acid tert-butyl ester C(C)(C)(C)OC(=O)N1CC2(CC2)[C@@H]([C@@H]1CC=1C(=C(C=CC1)C1=CC(=CC=C1)F)F)NS(=O)(=O)CF